FC(C=1C(=C(C=CC1)[C@@H](C)NC=1C2=C(N=C(N1)C)C=NC(=C2)N2CCN(CC2)C(C(F)F)=O)F)F 1-{4-[4-({(1R)-1-[3-(difluoromethyl)-2-fluorophenyl]ethyl}amino)-2-methylpyrido[3,4-d]pyrimidin-6-yl]piperazin-1-yl}-2,2-difluoroethan-1-one